(S)-tert-butyl (2,3-bis((tert-butyldimethylsilyl)oxy)propyl)carbamate [Si](C)(C)(C(C)(C)C)O[C@@H](CNC(OC(C)(C)C)=O)CO[Si](C)(C)C(C)(C)C